FC(C1CC(C1)NC(=O)NCC1=CC(=CC=C1)C(F)(F)F)F (3-Difluoromethyl-cyclobutyl)-3-(3-trifluoromethyl-benzyl)-urea